3-bromo-3,5-cyclohexadiene BrC=1CCC=CC1